8-(2-ethoxyethyl)-6-fluoro-2-(hydroxymethyl)-3-iodo-1-methylquinolin-4(1H)-one C(C)OCCC=1C=C(C=C2C(C(=C(N(C12)C)CO)I)=O)F